CC=1C(=C(C=C(C1)C(F)(F)F)O)C1=CC2=C(N=N1)N(C=N2)[C@H]2CN(CCC2)C 3-Methyl-2-{7-[(3R)-1-methylpiperidin-3-yl]-7H-imidazo[4,5-c]pyridazin-3-yl}-5-(trifluoromethyl)phenol